OCCN1C2=C(C(C=3C=C4C(=CC13)OCO4)C=4C=C(C#N)C=CC4)C(OC2)=O 3-(5-(2-hydroxyethyl)-8-oxo-5,6,8,9-tetrahydro-[1,3]dioxolo[4,5-g]furo[3,4-b]quinolin-9-yl)benzonitrile